N1N=NC=2N=CN=CC21 1,2,3-triazolo[4,5-d]pyrimidine